ClC1=CC=C(C(=N1)C(=O)N)O[C@H](C)C=1C=C(C=C2C(C(=C(OC12)C=1C=C(C=2N(C1)C=C(N2)C)F)C)=O)C 6-Chloro-3-[(1R)-1-[2-(8-fluoro-2-methyl-imidazo[1,2-a]pyridin-6-yl)-3,6-dimethyl-4-oxo-chromen-8-yl]ethoxy]pyridine-2-carboxamide